(3-cyclopropylphenyl)-2-azaspiro[3.3]heptane C1(CC1)C=1C=C(C=CC1)C1NCC12CCC2